5-[(Z)-2-([2,3'-bipyridin]-5'-yl)-2-fluoroethenyl]-N-[(1S,2S)-2-hydroxycyclohexyl]-6-methylpyridine-3-carboxamide N1=C(C=CC=C1)C=1C=NC=C(C1)/C(=C/C=1C=C(C=NC1C)C(=O)N[C@@H]1[C@H](CCCC1)O)/F